BrC1=NC(=CC(=C1)C(CNCC(C(F)F)O)O)Cl 3-((2-(2-bromo-6-chloropyridin-4-yl)-2-hydroxyethyl)amino)-1,1-difluoro-propan-2-ol